OCCCOC=1C=CC2=C(N=C(S2)/C=C/C(=O)N2O[C@@H](C(N3[C@@H]2CN(C([C@@H]3CC(C)(C)C)=O)C3CCN(CC3)C(C)C)=O)CC(C)C)C1 (3R,6S,9aS)-1-((E)-3-(5-(3-hydroxypropoxy)benzo[d]thiazol-2-yl)acryloyl)-3-isobutyl-8-(1-isopropylpiperidin-4-yl)-6-neopentyltetrahydropyrazino[2,1-c][1,2,4]oxadiazine-4,7(3H,6H)-dione